4-(2-chlorophenyl)-3,4-dihydroquinoxaline ClC1=C(C=CC=C1)N1CC=NC2=CC=CC=C12